ClC1=C(C=CC=C1NC=1C=NC(=CC1)C)[C@@]1(CC(N(C(N1)=N)[C@@H]1C[C@H](OCC1)C)=O)C |o1:22,24| (6S)-6-{2-Chloro-3-[(6-methyl-pyridin-3-yl)amino]phenyl}-2-imino-6-methyl-3-[(2R*,4S*)-2-methyltetrahydropyran-4-yl]-hexahydropyrimidin-4-one